C(C)(C)C1=CC=C(C=N1)S 6-Isopropylpyridine-3-Thiol